(2R,3S,4S)-4-hydroxy-2-{[4-(1,3-oxazol-5-yl)phenyl]methyl}pyrrolidin-3-yl N-{2-[(4S)-3,3-difluoropiperidin-4-yl]ethyl}carbamate FC1(CNCC[C@H]1CCNC(O[C@H]1[C@H](NC[C@@H]1O)CC1=CC=C(C=C1)C1=CN=CO1)=O)F